2-(6-chloropyrazin-2-yl)acetic acid ClC1=CN=CC(=N1)CC(=O)O